5-amino-N,N-dipropyl-2-[1-(2-trimethylsilylethoxymethyl)pyrazol-4-yl]-6H-thieno[3,2-b]azepine-7-carboxamide NC=1CC(=CC2=C(N1)C=C(S2)C=2C=NN(C2)COCC[Si](C)(C)C)C(=O)N(CCC)CCC